N-methyl-4-[[2-(4-methylphenyl)imidazo[1,2-a]pyrazin-3-yl]amino]benzamide CNC(C1=CC=C(C=C1)NC1=C(N=C2N1C=CN=C2)C2=CC=C(C=C2)C)=O